N1C=CC=2C1=NC=C(C2)S(=O)(=O)N2C=C(C=C2)C(=O)NC2=CC=C(C=C2)C(C)CC 1-((1H-pyrrolo[2,3-b]pyridin-5-yl)sulfonyl)-N-(4-(sec-butyl)phenyl)-1H-pyrrole-3-carboxamide